1-(5-chlorothiophen-2-yl)methanamine ClC1=CC=C(S1)CN